O=C1NC(CCC1N1C(C2=CC=CC(=C2C1=O)NCCNC(=O)C1=CC=C(C=N1)CN1CCC(CC1)C(=O)O)=O)=O 1-({6-[(2-{[2-(2,6-dioxopiperidin-3-yl)-1,3-dioxoisoindol-4-yl]amino}ethyl)carbamoyl]pyridin-3-yl}methyl)piperidine-4-carboxylic acid